acrylic acid-(n-butyl acrylate) C(CCC)C(C(=O)O)=C.C(C=C)(=O)O